ClC1=CC(=C2C(=N1)N(N=C2)CC2=CC=C(C=C2)OC)OC 6-chloro-4-methoxy-1-(4-methoxybenzyl)-1H-pyrazolo[3,4-b]pyridine